2-(4-(2-((6-(dimethylphosphoryl)imidazo[1,2-a]pyridin-2-yl)amino)-2-oxoethyl)-2-fluorophenoxy)nicotinamide CP(=O)(C)C=1C=CC=2N(C1)C=C(N2)NC(CC2=CC(=C(OC1=C(C(=O)N)C=CC=N1)C=C2)F)=O